CC1(N=C(C(=N1)C1=CC=CC=C1)C1=CC=CC=C1)C 2,2-dimethyl-4,5-diphenyl-2H-imidazole